2-amino-5-bromo-4-(2-methoxyethoxy)benzoic acid NC1=C(C(=O)O)C=C(C(=C1)OCCOC)Br